4-[5-[(1R)-1-(3,5-Dimethylpyridazin-4-yl)ethoxy]-1H-indazol-3-yl]-6-methyl-pyridine-2-carbonitrile CC=1N=NC=C(C1[C@@H](C)OC=1C=C2C(=NNC2=CC1)C1=CC(=NC(=C1)C)C#N)C